(3-(3-(8-fluoroquinolin-5-yl)-1H-pyrazolo[3,4-b]pyrazin-6-yl)-7-(5-methylisoxazol-3-yl)-3-azabicyclo[4.1.0]heptan-7-yl)methanamine FC=1C=CC(=C2C=CC=NC12)C1=NNC2=NC(=CN=C21)N2CC1C(C1CC2)(C2=NOC(=C2)C)CN